1-(3,5-Dihydroxyphenyl)Hexane OC=1C=C(C=C(C1)O)CCCCCC